6-(3-Trihydroxysilylpropyl)amino-1,3,5-triazine O[Si](CCCNC1=NC=NC=N1)(O)O